tert-butyl 7-(6-((diphenylmethylene)amino)-5-methylpyridin-3-yl)-4,7-diazaspiro[2.5]octane-4-carboxylate C1(=CC=CC=C1)C(C1=CC=CC=C1)=NC1=C(C=C(C=N1)N1CCN(C2(CC2)C1)C(=O)OC(C)(C)C)C